NC=1SC(=C(N1)C)C1=CC2=C(C(=N1)Cl)C(N(C2)C(C)C2CC2)=O 6-(2-amino-4-methylthiazol-5-yl)-4-chloro-2-(1-cyclopropylethyl)-1,2-dihydro-3H-pyrrolo[3,4-c]Pyridin-3-one